8-((2-(Tetrahydro-2H-pyran-4-yl)ethyl)thio)-9H-purin-6-amine O1CCC(CC1)CCSC=1NC2=NC=NC(=C2N1)N